F[C@H]1COC[C@H]1N1N=NC=C1 ((3R,4R)-3-fluoro-tetrahydrofuran-4-yl)-1H-triazol